methyl (R)-2-(2-(3-(3-(pentan-3-ylcarbamoyl)-1H-pyrazol-5-yl)phenyl)oxazole-5-carboxamido)-2-phenylacetate CCC(CC)NC(=O)C1=NNC(=C1)C=1C=C(C=CC1)C=1OC(=CN1)C(=O)N[C@@H](C(=O)OC)C1=CC=CC=C1